FC1=C(C=CC(=C1)CN1CCN(CC1)C1=CC=C(C=C1)[C@@H]1[C@@H](CCC2=CC(=CC=C12)O)C1=CC=CC=C1)C1C(NC(CC1)=O)=O 3-(2-Fluoro-4-((4-(4-((1S,2R)-6-hydroxy-2-phenyl-1,2,3,4-tetrahydronaphthalen-1-yl)phenyl)piperazin-1-yl)methyl)phenyl)piperidine-2,6-dione